norvalinol N[C@@H](CCC)CO